BrC1=C2CN(C(C2=CC=C1)=O)N1C(NC(CC1)=O)=O 1-(4-bromo-1-oxoisoindolin-2-yl)dihydropyrimidine-2,4(1h,3h)-dione